The molecule is the (-)-enantiomer of medicarpin. It has a role as a plant metabolite. It is an enantiomer of a (+)-medicarpin. COC1=CC2=C(C=C1)[C@@H]3COC4=C([C@@H]3O2)C=CC(=C4)O